(1S,3S,4S)-N-((R)-1-cyano-2-((S)-2-oxopyrrolidin-3-yl)ethyl)-5,5-difluoro-2-((S)-2-hydroxy-2-phenylpropanoyl)-2-azabicyclo[2.2.2]octane-3-carboxamide C(#N)[C@@H](C[C@H]1C(NCC1)=O)NC(=O)[C@H]1N([C@@H]2CC([C@H]1CC2)(F)F)C([C@](C)(C2=CC=CC=C2)O)=O